(R)-5-(2-methoxyethoxy)-7-(5-(pyrrolidin-3-yloxy)pentyl)-1,2,3,4-tetrahydro-1,8-naphthyridine COCCOC1=C2CCCNC2=NC(=C1)CCCCCO[C@H]1CNCC1